4(S)-[4-(acetyloxy)phenyl]-3(R)-(3(S)-hydroxy-3-phenylpropyl)-1-(4-methoxyphenyl)-2-azetidinone C(C)(=O)OC1=CC=C(C=C1)[C@@H]1[C@H](C(N1C1=CC=C(C=C1)OC)=O)CC[C@@H](C1=CC=CC=C1)O